C(C)(C)(C)C1=CC=C(C=C1)CN1C(CCC1CC(N1CCCCC1)=O)=O 1-[(4-tert-butylphenyl)methyl]-5-(2-oxo-2-piperidin-1-ylethyl)pyrrolidin-2-one